NC1(CN(CCC1)C1=C(C=C(C=C1)C1=CC(=C(C=C1)F)F)CC1=CN=C2N1C=CN=C2N)C(=O)NC 3-Amino-1-(3-((8-aminoimidazo[1,2-a]pyrazin-3-yl)methyl)-3',4'-difluoro-[1,1-biphenyl]-4-yl)-N-methylpiperidine-3-carboxamide